7-nitrobenzo[b]thiophene-3-carbaldehyde [N+](=O)([O-])C1=CC=CC2=C1SC=C2C=O